ClC=1C=C2NC(C(=NC2=CC1C1=CC=C(C=C1)C1=C(C=CC=C1)O)C=1C=C(C(=O)O)C=CC1)=O 3-(6-chloro-7-(2'-hydroxy-[1,1'-biphenyl]-4-yl)-3-oxo-3,4-dihydroquinoxalin-2-yl)benzoic acid